N-vinyl-D-4-chlorophenylalanine C(=C)N[C@H](CC1=CC=C(C=C1)Cl)C(=O)O